The molecule is a TriHOME that is octadec-10-enoic acid in which the three hydroxy substituents are located at positions 9, 12 and 13. It has a role as a plant metabolite. It is a TriHOME and a long-chain fatty acid. CCCCCC(C(C=CC(CCCCCCCC(=O)O)O)O)O